F[C@@H]1C[C@@]2(CCCN2C1)COC=1N=C(C2=C(N1)C=CN=C2)N2CCNCC2 2-(((2R,7aS)-2-fluorotetrahydro-1H-pyrrolizin-7a(5H)-yl)methoxy)-4-(piperazin-1-yl)pyrido[4,3-d]pyrimidine